1,1'-[5-(1,1-dimethylethyl)-3-methyl-1,2-phenylene]bis(3-chlorobenzoate) CC(C)(C)C=1C=C(C(=C(C1)C1(C(=O)[O-])CC(=CC=C1)Cl)C1(C(=O)[O-])CC(=CC=C1)Cl)C